C(C)OC(CO)(OCC)OCC 2,2,2-Triethoxyethan-1-ol